6-Isopropyl-5-(8-methoxy-[1,2,4]triazolo[1,5-a]pyridin-6-yl)-1-(piperidin-4-yl)-1,3-dihydro-2H-benzo[d]imidazol-2-on C(C)(C)C=1C(=CC2=C(N(C(N2)=O)C2CCNCC2)C1)C=1C=C(C=2N(C1)N=CN2)OC